(5'S,7a'R)-5'-(3,5-difluorophenyl)-1-(3,5-difluoropyridine-2-carbonyl)tetrahydro-3'H-spiro[piperidine-4,2'-pyrrolo[2,1-b]-[1,3]oxazol]-3'-one FC=1C=C(C=C(C1)F)[C@@H]1CC[C@H]2OC3(C(N21)=O)CCN(CC3)C(=O)C3=NC=C(C=C3F)F